C[Si](CCOCC1=NC=C2N=CNC2=N1)(C)C (2-(trimethylsilyl)ethoxymethyl)-9H-purine